C(C1=CC=CC=C1)C1(CC(=NO1)CNC(C1=NC=CC=C1C)=O)C(=O)OC methyl 5-benzyl-3-((3-methylpicolinamido)methyl)-4,5-dihydroisoxazole-5-carboxylate